CC1=CC=C(C=C1)C1CC2(CC(C2)N)C1 6-(4-methylphenyl)spiro[3.3]heptan-2-amine